O=C1N(C(C2=CC=CC=C12)=O)CCOCCOCCN(C(OC(C)(C)C)=O)C tert-butyl (2-(2-(2-(1,3-dioxoisoindolin-2-yl)ethoxy)ethoxy)ethyl)(methyl)carbamate